O=C1NC(CCC1C1=NN(C2=CC(=CC=C12)C1(CCN(CC1)C(=O)OC(C)(C)C)O)C)=O tert-butyl 4-[3-(2,6-dioxo-3-piperidyl)-1-methyl-indazol-6-yl]-4-hydroxy-piperidine-1-carboxylate